(S)-1-(tert-butyl) 4-(4-ethyl-8-fluoro-4-hydroxy-11-methyl-3,14-dioxo-3,4,12,14-tetrahydro-1H-pyrano[3',4':6,7]indolizino[1,2-b]quinolin-9-yl) piperazine-1,4-dicarboxylate N1(CCN(CC1)C(=O)OC1=CC=2C(=C3C(=NC2C=C1F)C1=CC2=C(C(N1C3)=O)COC([C@]2(O)CC)=O)C)C(=O)OC(C)(C)C